2,2'-(Ethane-1,2-diylbis(5-carbamoyl-1H-benzo[d]imidazole-1,2-diyl))bis(4-bromobenzoic acid) C(CN1C(=NC2=C1C=CC(=C2)C(N)=O)C2=C(C(=O)O)C=CC(=C2)Br)N2C(=NC1=C2C=CC(=C1)C(N)=O)C1=C(C(=O)O)C=CC(=C1)Br